C(C)(C)(C)OC(=O)N1CCCC1 tetrahydropyrrole-1-carboxylic acid tert-butyl ester